disodium phenylbenzimidazoletetrasulphonate C1(=CC=CC=C1)C1=C(C(=C(C2=C1N=C(N2)S(=O)(=O)[O-])S(=O)(=O)[O-])S(=O)(=O)O)S(=O)(=O)O.[Na+].[Na+]